BrC1(C(NC2=C(C=C(C=C12)F)N(C(OCCCC)=O)CC)=O)C butyl N-{3-bromo-5-fluoro-3-methyl-2-oxo-indolin-7-yl}-N-ethyl-carbamate